C12(CC(C1)C2)C=2N=NNC2 4-(bicyclo[1.1.1]pentan-1-yl)-1H-1,2,3-triazol